ClC1=C2CCN(CC2=CC=N1)CC1=C(C(=NC=C1)C=1C(=C2CN(C(C2=CC1)=O)C1C(NC(CC1)=O)=O)F)F 3-(5-(4-((5-chloro-3,4-dihydro-2,6-naphthyridin-2(1H)-yl)methyl)-3-fluoropyridin-2-yl)-4-fluoro-1-oxoisoindolin-2-yl)piperidine-2,6-dione